C(C)(C)(C)OC(=O)\N=C(\NC=1C=C(C(=O)NCC(=O)NC[C@@H](C(=O)OCCCCCCCC)NC(C2=C(C=CC=C2Cl)Cl)=O)C=CC1)/NC(=O)OC(C)(C)C (S,Z)-octyl 3-(2-(3-(2,3-bis(tert-butoxycarbonyl)guanidino)-benzamido)acetamido)-2-(2,6-dichlorobenzamido)propanoate